6-bromo-4-fluoro-1-(tetrahydro-2H-pyran-4-yl)-1H-benzo[d][1,2,3]Triazole BrC=1C=C(C2=C(N(N=N2)C2CCOCC2)C1)F